ClCC(=O)N[C@@H](CC1=CC(=CC=C1)Cl)C(=O)O chloroacetyl-3-chloro-L-phenylalanine